BrC1=CC(=C(N)C(=C1)OCC1=CC=C(C=C1)OC)F 4-bromo-2-fluoro-6-[(4-methoxyphenyl)methoxy]aniline